(S)-2-amino-3-(3-fluoro-4-((3-methyl-1H-pyrrolo[2,3-b]pyridin-4-yl)oxy)phenyl)-1-(4-(m-toluenesulfonyl)piperidin-1-yl)propan-1-one N[C@H](C(=O)N1CCC(CC1)S(=O)(=O)C=1C=C(C)C=CC1)CC1=CC(=C(C=C1)OC1=C2C(=NC=C1)NC=C2C)F